(3S)-3-[(2S)-2-amino-3-(1,3-benzoxazol-2-yl)-3-hydroxypropyl]pyrrolidin-2-one N[C@@H](C[C@H]1C(NCC1)=O)C(O)C=1OC2=C(N1)C=CC=C2